CC1=CC(=CC=2NC(=NC21)C=2C(NC=CC2)=O)N2CCOCC2 3-(4-methyl-6-morpholino-1H-benzimidazol-2-yl)-1H-pyridin-2-one